2-[5-[3-[2-(2-amino-6-bromo-benzimidazol-1-yl)ethoxy]azetidin-1-yl]-1-methyl-pyrazol-4-yl]-6-methyl-pyridine-4-carboxylic acid NC1=NC2=C(N1CCOC1CN(C1)C1=C(C=NN1C)C1=NC(=CC(=C1)C(=O)O)C)C=C(C=C2)Br